ClC1=NC(=CC(=N1)C(=O)O)NC1=C(C=CC=C1)OC 2-chloro-6-((2-methoxyphenyl)amino)pyrimidine-4-carboxylic acid